4-BUTOXY-PHENYLISOCYANIDE C(CCC)OC1=CC=C(C=C1)[N+]#[C-]